BrC1=C2C(N(C(C2=CC=C1)CC1=C(C=NN1C)Cl)CC1CC2(C1)OC(N(C2)C(=O)OC(C)(C)C)=O)=O tert-butyl 2-((4-bromo-1-((4-chloro-1-methyl-1H-pyrazol-5-yl) methyl)-3-oxoisoindolin-2-yl) methyl)-6-oxo-5-oxa-7-azaspiro[3.4]octane-7-carboxylate